1-((2-fluorophenyl)sulfonyl)piperidin-4-yl ((S)-1-(((S)-1-(benzo[d]thiazol-2-yl)-5-guanidino-1-oxopentan-2-yl)amino)-4-methyl-1-oxopentan-2-yl)carbamate S1C(=NC2=C1C=CC=C2)C([C@H](CCCNC(=N)N)NC([C@H](CC(C)C)NC(OC2CCN(CC2)S(=O)(=O)C2=C(C=CC=C2)F)=O)=O)=O